tert-Butyl 4-(2-bromothiazol-5-yl)piperazine-1-carboxylate BrC=1SC(=CN1)N1CCN(CC1)C(=O)OC(C)(C)C